NC1=NC2=CC(=CC=C2C=C1Br)O[C@H]1CC[C@]2([C@@H]1O[C@H]([C@@H]2O)N2C=CC1=C2N=CN=C1NC)O (2R,3R,3aS,6S,6aR)-6-((2-amino-3-bromoquinolin-7-yl)oxy)-2-(4-(methylamino)-7H-pyrrolo[2,3-d]pyrimidin-7-yl)hexahydro-3aH-cyclopenta[b]furan-3,3a-diol